methyl-N-(3-methylbenzyl)benzamide CC1=C(C(=O)NCC2=CC(=CC=C2)C)C=CC=C1